N3-(3,5-Difluoro-3'-(methoxy-d3)-[1,1'-biphenyl]-4-yl)-N4-methoxy-2,5-dihydrofuran-3,4-dicarboxamide FC=1C=C(C=C(C1NC(=O)C=1COCC1C(=O)NOC)F)C1=CC(=CC=C1)OC([2H])([2H])[2H]